CN1N=CC=2C1=NC(=CC2N2C[C@@H]([C@H](CC2)C2=NC=C(C=C2)N2CCNCC2)C)C 1,6-dimethyl-4-[(3R,4S)-3-methyl-4-(5-piperazin-1-yl-2-pyridyl)-1-piperidyl]pyrazolo[3,4-b]pyridine